N,N-Dimethyl-N-propenyl-2-propen-1-aminium chlorid [Cl-].C[N+](CC=C)(C=CC)C